(1-methylcyclopropyl)-3-[(1-methylpyrazol-4-yl)methyl]-4-oxo-8-[(3E)-3,4-dimethylpiperazin-1-yl]-17Z-quinazoline-6-sulfonamide CC1(CC1)C1=NC2=C(C=C(C=C2C(N1CC=1C=NN(C1)C)=O)S(=O)(=O)N)N1CC(N(CC1)C)C